FC=1C=CC=C2C=C(NC(C12)=O)CCC(=O)N1CCC(=CC1)C1=C(C=CC=C1)F 8-fluoro-3-(3-(4-(2-fluorophenyl)-3,6-dihydropyridin-1(2H)-yl)-3-oxopropyl)isoquinolin-1(2H)-one